N-((3S,5S,8R,9S,10R,13R,14S,17R)-5,14-dihydroxy-10,13-dimethyl-17-(2-oxo-2H-pyran-5-yl)hexadecahydro-1H-cyclopenta[a]phenanthren-3-yl)morpholine-4-carboxamide O[C@]12C[C@H](CC[C@@]2([C@H]2CC[C@@]3([C@H](CC[C@@]3([C@@H]2CC1)O)C=1C=CC(OC1)=O)C)C)NC(=O)N1CCOCC1